CC(C)(C(C)C)OC(=O)C1C2C=CC(C1)C2 5-(2,3-dimethyl-2-butoxycarbonyl)-bicyclo[2.2.1]Hept-2-ene